3-(1-(2-fluoro-6-methylphenyl)piperidin-4-yl)-7-methyl-1-((3-(trifluoromethyl)pyridin-2-yl)methyl)-1,5-naphthyridin-2(1H)-one FC1=C(C(=CC=C1)C)N1CCC(CC1)C=1C(N(C2=CC(=CN=C2C1)C)CC1=NC=CC=C1C(F)(F)F)=O